ClC1=C(C=C(C=C1)C1(CNCC1)NS(=O)(=O)C1=CC=C(C=C1)OC(F)(F)F)F N-(3-(4-chloro-3-fluorophenyl)pyrrolidin-3-yl)-4-(trifluoromethoxy)benzene-sulfonamide